C1(CCCCC1)(CC(=O)N1CCCC1)CC(=O)N1CCCC1 2,2'-(cyclohexane-1,1-diyl)bis(1-(pyrrolidin-1-yl)ethan-1-one)